5-chloro-N-(4-fluoro-3-(2-(isopropylamino)-8-methyl-7-oxo-7,8-dihydropyrido[2,3-d]pyrimidin-6-yl)phenyl)-2-methoxypyridine-3-sulfonamide ClC=1C=C(C(=NC1)OC)S(=O)(=O)NC1=CC(=C(C=C1)F)C1=CC2=C(N=C(N=C2)NC(C)C)N(C1=O)C